4'-(1,3-phenylenedioxy)bis-aniline C1(=CC(=CC=C1)ONC1=CC=CC=C1)ONC1=CC=CC=C1